cyclopropyl-6-(2-methyl-4-pyridyl)-5-nitro-benzimidazole C1(CC1)C=1NC2=C(N1)C=C(C(=C2)[N+](=O)[O-])C2=CC(=NC=C2)C